ClC=1C=C(C=CC1CNC=1C2=C(N=C(N1)C1=NC=CC=C1)SC=C2C2=CC=CC=C2)S(=O)(=O)N 3-Chloro-4-(((5-phenyl-2-(pyridin-2-yl)thieno[2,3-d]pyrimidin-4-yl)amino)methyl)-benzenesulfonamide